1-{4-[7-(aminocarbonyl)-2H-indazol-2-yl]benzyl}-4-(5-methyl-1H-benzoimidazol-2-yl)piperidinium trifluoroacetate FC(C(=O)[O-])(F)F.NC(=O)C1=CC=CC2=CN(N=C12)C1=CC=C(C[NH+]2CCC(CC2)C2=NC3=C(N2)C=CC(=C3)C)C=C1